6-bromo-2-(difluoromethyl)-4-fluoro-1-isopropyl-1H-benzo[d]imidazole BrC=1C=C(C2=C(N(C(=N2)C(F)F)C(C)C)C1)F